C(#N)C=1C=NN2C1C(=NC(=C2)C=2C=NN(C2)C)C=2C=CC(=NC2)N2CCN(CC2)C(C(CNC(OC(C)(C)C)=O)C2=CC=C(C=C2)F)=O tert-butyl (3-(4-(5-(3-cyano-6-(1-methyl-1H-pyrazol-4-yl)pyrazolo[1,5-a]pyrazin-4-yl)pyridin-2-yl)piperazin-1-yl)-2-(4-fluorophenyl)-3-oxopropyl)carbamate